2-(4,4-dimethyl-1-piperidyl)-8-[(1R)-1-[2-fluoro-6-(4,4,5,5-tetramethyl-1,3,2-dioxaborolan-2-yl)anilino]ethyl]-3,6-dimethyl-chromen-4-one CC1(CCN(CC1)C=1OC2=C(C=C(C=C2C(C1C)=O)C)[C@@H](C)NC1=C(C=CC=C1B1OC(C(O1)(C)C)(C)C)F)C